5-{1-[(2,2-difluorocyclopropyl)(1H-1,2,4-triazol-5-yl)methyl]-5',6'-dihydrospiro[pyrrolidine-3,4'-pyrrolo[1,2-b]pyrazol]-2'-yl}-3-(trifluoromethyl)pyridin-2-amine FC1(C(C1)C(N1CC2(CCN3N=C(C=C32)C=3C=C(C(=NC3)N)C(F)(F)F)CC1)C1=NC=NN1)F